5-((2S,5R)-2,5-dimethyl-4-((1-propyl-1H-pyrazol-4-yl)sulfonyl)piperazin-1-yl)-1-(4-fluorophenyl)-1H-indazole C[C@@H]1N(C[C@H](N(C1)S(=O)(=O)C=1C=NN(C1)CCC)C)C=1C=C2C=NN(C2=CC1)C1=CC=C(C=C1)F